N-Diethyl-m-toluamide CCC(CC)C1=CC(=CC=C1)C(=O)N